C(C=C)C(O)C1OC1 α-2-propen-1-yl-2-oxiranemethanol